N'-((1,2,3,5,6,7-hexahydro-s-indacen-4-yl)carbamoyl)-2,2-dimethyl-3,4-dihydro-2H-pyrrolo[2,1-b][1,3]oxazine-8-sulfonimidamide C1CCC2=C(C=3CCCC3C=C12)NC(=O)N=S(=O)(N)C=1C=CN2C1OC(CC2)(C)C